(4-bromophenyl)-4-((2-formylphenyl)amino)-N-(quinolin-8-yl)pentanamide BrC1=CC=C(C=C1)C(C(=O)NC=1C=CC=C2C=CC=NC12)CC(C)NC1=C(C=CC=C1)C=O